γ-methacryloxypropyltrimethyloxysilane C(C(=C)C)(=O)OCCC[Si](OC)(OC)OC